CN1C(CCCC1)CCCC1N(CCCC1)C trimethylenebis(1-methyl-piperidine)